(1-((3-bromo-6-chloro-1H-pyrazolo[4,3-c]pyridin-1-yl)methyl)cyclohexyl)methanol BrC1=NN(C2=C1C=NC(=C2)Cl)CC2(CCCCC2)CO